7-(2-hydroxy-2-methoxyethyl)-6,7-dihydro-1,7-naphthyridin-8(5H)-one OC(CN1CCC=2C=CC=NC2C1=O)OC